(2-chloro-4-(piperidin-1-yl)quinazolin-7-yl)methanol disodium [Na].[Na].ClC1=NC2=CC(=CC=C2C(=N1)N1CCCCC1)CO